(methoxymethyl)-2,6,8-trimethyl-6,8-dihydro-7H-pyrrolo[2,3-g]quinazolin-7-one COCC1=NC(=NC2=CC3=C(C=C12)N(C(C3C)=O)C)C